tert-butyl (S)-4-(7-(8-chloronaphth-1-yl)-8-fluoro-2-((tetrahydro-1H-pyrrolizin-7a(5H)-yl)methoxy)quinazolin-4-yl)-2-(cyanomethyl)piperazine-1-carboxylate ClC=1C=CC=C2C=CC=C(C12)C1=CC=C2C(=NC(=NC2=C1F)OCC12CCCN2CCC1)N1C[C@@H](N(CC1)C(=O)OC(C)(C)C)CC#N